C(C)(C)(C)C1N(CCC(C1)CC1CCN(CC1)C1=CC=C2C(=NN(C2=C1)C)C=1C(=NC(=CC1)OCC1=CC=CC=C1)OCC1=CC=CC=C1)C(=O)OC[C@@H](C)N (R)-2-aminopropan-1-ol tert-butyl-4-((1-(3-(2,6-bis(benzyloxy)pyridin-3-yl)-1-methyl-1H-indazol-6-yl)piperidin-4-yl)methyl)piperidine-1-carboxylate